OCCCCN 3-hydroxymethyl-propylamine